CC(C)(C#CC=1C=C2C(=NC1)N(C=N2)CC2=CC1=C(OC(CO1)C=1C=NN(C1)C)C=C2)N 2-methyl-4-(3-((2-(1-methyl-1H-pyrazol-4-yl)-2,3-dihydrobenzo[b][1,4]dioxin-6-yl)methyl)-3H-imidazo[4,5-b]pyridin-6-yl)but-3-yn-2-amine